CN[C@@H]1[C@H](CCCC1)NC (1S,2S)-l-N,2-N-dimethylcyclohexane-1,2-diamine